3-fluoroazetidine FC1CNC1